BrC=1C=CC=2C(C3=CC=CC=C3OC2C1)(C)C 3-bromo-9,9-dimethyl-9H-xanthene